1-(5,6-dimethoxy-1-methylindol-2-yl)ethanone COC=1C=C2C=C(N(C2=CC1OC)C)C(C)=O